BrC=1C=C(C=CC1)C=1C(=NN(C1)C1CC(C1)CN(C(OC(C)(C)C)=O)C(=O)OC(C)(C)C)C1CC1 tert-butyl N-((3-(4-(3-bromophenyl)-3-cyclopropyl-pyrazol-1-yl) cyclobutyl) methyl)-N-tert-butoxycarbonyl-carbamate